FC=1C(=NC=C(C1)C(F)(F)F)CN(C(=O)C1=CC2=NC(=C3C(=C2N1)COC3)NC(OC(C)(C)C)=O)[C@H](C)C3=NC=CC=N3 tert-butyl (R)-(2-(((3-fluoro-5-(trifluoromethyl)pyridin-2-yl)methyl)(1-(pyrimidin-2-yl)ethyl)carbamoyl)-6,8-dihydro-1H-furo[3,4-d]pyrrolo[3,2-b]pyridin-5-yl)carbamate